N-(3-{6-[(1R)-1-hydroxy-2-methoxyethyl]-4-methylpyridin-3-yl}-1-methyl-2-oxo-1,6-naphthyridin-7-yl)cyclopropanecarboxamide O[C@@H](COC)C1=CC(=C(C=N1)C=1C(N(C2=CC(=NC=C2C1)NC(=O)C1CC1)C)=O)C